C(=C)[C@H]1CC[C@H](N1C(=O)OC(C)(C)C)C(=O)OC 1-(tert-butyl) 2-methyl (2S,5R)-5-vinylpyrrolidine-1,2-dicarboxylate